C1CCN2CCC[C@H]([C@@H]12)NC(C1=NC(=CC=C1)N1C=NN=C1)=O N-((8R,8aR)-octahydroindolizin-8-yl)-6-(4H-1,2,4-triazol-4-yl)picolinamide